6-[(3S)-3-(cyanomethyl)piperazin-1-yl]-N-(3-hydroxy-1-naphthyl)-2-(4-pyridyl)pyrimidine-4-carboxamide C(#N)C[C@H]1CN(CCN1)C1=CC(=NC(=N1)C1=CC=NC=C1)C(=O)NC1=CC(=CC2=CC=CC=C12)O